4-(2-(benzyloxy)phenyl)-3-(methoxycarbonyl)-3-butenoic acid C(C1=CC=CC=C1)OC1=C(C=CC=C1)C=C(CC(=O)O)C(=O)OC